2-[2-chloro-4-(4-fluorophenyl)-5-(pyridin-4-yl)-1H-imidazol-1-yl]-1-{2-methyl-2,7-diazaspiro[3.5]non-7-yl}ethan-1-one ClC=1N(C(=C(N1)C1=CC=C(C=C1)F)C1=CC=NC=C1)CC(=O)N1CCC2(CN(C2)C)CC1